CN(S(=O)(=O)C)C1=CC=C(OCC2CN(CCC2)C(=O)[O-])C=C1 3-((4-(N-methylmethylsulfonamido)phenoxy)methyl)piperidine-1-carboxylate